FC1=C(C=CC(=C1)C(C)(C)O)S(=O)(N)=NC(NC1=C2CCCC2=CC=2CCCC12)=O 2-fluoro-N'-(1,2,3,5,6,7-hexahydro-s-indacen-4-ylcarbamoyl)-4-(2-hydroxypropan-2-yl)benzenesulfonimidamide